P(O)(=O)(OP(=O)(O)O)OCCCCCCCCCCCC lauryl alcohol diphosphate